C(C)OC(=O)C1C(NCCC1C1=CC(=CC=C1)OCCOC)C (+/-)-(cis)-4-[3-(2-methoxyethoxy)phenyl]-2-methylpiperidine-3-carboxylic acid ethyl ester